S1C=NC2=C1C=C(C=C2)\C=C/2\C(NC(=N2)NC=2C=C1N=CC=NC1=CC2)=O (Z)-5-(benzo[d]thiazol-6-ylmethylene)-2-(quinoxalin-6-ylamino)-3,5-dihydro-4H-imidazol-4-one